FC=1C=C(C=CC1)C(C)OC(=O)NC1=C(N=NN1C1=CC=C(C=C1)C1=CC=C(C=C1)C1(CC1)C(=O)O)C 1-(4'-(5-(((1-(3-fluorophenyl)ethoxy)carbonyl)amino)-4-methyl-1H-1,2,3-triazol-1-yl)-[1,1'-biphenyl]-4-yl)cyclopropane-1-carboxylic acid